5-(4,4,5,5-tetramethyl-1,3,2-dioxaborolan-2-yl)pyrimidin-4-amine CC1(OB(OC1(C)C)C=1C(=NC=NC1)N)C